2-(3,5-dichloro-4-((3-methoxy-1-((2-(trimethylsilyl)ethoxy)methyl)-1H-indazol-5-yl)oxy)phenyl)-3,5-dioxo-2,3,4,5-tetrahydro-1,2,4-triazine-6-carbonitrile ClC=1C=C(C=C(C1OC=1C=C2C(=NN(C2=CC1)COCC[Si](C)(C)C)OC)Cl)N1N=C(C(NC1=O)=O)C#N